C(CCC)C=1CC2C(CC1)C(=O)OC2=O 4-n-butyl-4-cyclohexene-1,2-dicarboxylic acid anhydride